2,3,4,5-tetrafluoro-6-((4-fluorobenzyl)amino)-N,N-dimethylbenzenesulfonamide FC1=C(C(=C(C(=C1F)F)F)NCC1=CC=C(C=C1)F)S(=O)(=O)N(C)C